C(C)N1C(C(=CCC1)C1=CC=2C(=NC=CC2NC=2C(=CC3=C(N=CS3)C2F)F)S1)C N-(2-(1-ethyl-2-methyl-1,2,5,6-tetrahydropyridin-3-yl)thieno[2,3-b]pyridin-4-yl)-4,6-difluorobenzo[d]thiazol-5-amine